tert-butyl (S)-4-(2-(4-(5-chloro-2-(4-chloro-1H-1,2,3-triazol-1-yl)phenyl)-6-oxopyrimidine-1(6H)-yl)-3-phenylpropanamido)benzoate ClC=1C=CC(=C(C1)C=1N=CN(C(C1)=O)[C@H](C(=O)NC1=CC=C(C(=O)OC(C)(C)C)C=C1)CC1=CC=CC=C1)N1N=NC(=C1)Cl